1-(1-oxo-1,2-dihydroisoquinolin-5-yl)-5-(trifluoromethyl)-1H-pyrazole-4-carboxamide chloride [Cl-].O=C1NC=CC2=C(C=CC=C12)N1N=CC(=C1C(F)(F)F)C(=O)N